[Se].[Se].[Se].[Sb].[Sb] diantimony triselenide